N-(3-(6-(4-(2-amino-3-nitropyridin-4-yl)-1H-pyrazol-1-yl)pyridin-3-yl)-4,4,4-trifluorobutyl)methanesulfonamide NC1=NC=CC(=C1[N+](=O)[O-])C=1C=NN(C1)C1=CC=C(C=N1)C(CCNS(=O)(=O)C)C(F)(F)F